3-(DIMETHYLAMINO)-2-METHYLPROPANOIC ACID CN(CC(C(=O)O)C)C